CN(CCCC(C(C)N)N)C 1-(3-dimethylaminopropyl)propylenediamine